FC=1C=NC2=CC=C(N=C2C1CC[C@@]1([C@@H]2[C@H](OC1)[C@H](CO2)NCC2=CC=C(C=C2)C)O)OC (3R,3aS,6S,6aR)-3-(2-(3-fluoro-6-methoxy-1,5-naphthyridin-4-yl)ethyl)-6-((4-methylbenzyl)amino)hexahydrofuro[3,2-b]furan-3-ol